Cl.C(C=C)#N acrylonitrile, hydrochloride